Thiophene-3-one S1CC(C=C1)=O